(((6-chloropyridin-2-yl)(methyl)amino)methyl)cyclopropane-1-carboxylic acid ClC1=CC=CC(=N1)N(C)CC1(CC1)C(=O)O